N-[(2,2-difluorocyclopropyl)methyl]-2-(3-pyridinyl)indazole-5-carboxamide FC1(C(C1)CNC(=O)C1=CC2=CN(N=C2C=C1)C=1C=NC=CC1)F